1-(5-trimethoxysilyl-2-thiapentyl)-1,3-dimethoxymethylurea CO[Si](CCCSCN(C(=O)NCOC)COC)(OC)OC